(10R,20E)-12-methyl-10-[(7-methyl-1H-indazol-5-yl)methyl]-15,18-dioxa-9,12,24,26,30-pentazapentacyclo[20.5.2.11,4.13,7.025,28]hentriaconta-3,5,7(30),20,22,24,28-heptaene-8,11,27-trione CN1C([C@H](NC(C=2C=CC3=C(CC4(C(NC5=NC=C(/C=C/COCCOCC1)C=C45)=O)C3)N2)=O)CC=2C=C3C=NNC3=C(C2)C)=O